C(C(O)C)(=O)O.CN(C)CCCCCCCCCCCCCCCCCCCCCC N,N-dimethylbehenylamine lactic acid salt